cyclopentyl (3,3-difluorobutan-2-yl)carbamate FC(C(C)NC(OC1CCCC1)=O)(C)F